C(C1=CC=CC=C1)N1C=NC2=CC=C(C=C2C1=O)Br 3-benzyl-6-bromoquinazolin-4(3H)-one